ClC1=CC=C(C=C1)N1N=C(C2=CC=CC=C2C1=O)C=1C=C(C=CC1)C1(CC1)C(=O)O 1-(3-(3-(4-Chlorophenyl)-4-oxo-3,4-dihydrophthalazin-1-yl)phenyl)cyclopropan-1-carboxylic acid